ClC1=C2C(=NN(C2=C(C=C1)F)C1COCCC1)N1CC(C(C1)(F)F)(F)F 4-chloro-7-fluoro-3-(3,3,4,4-tetrafluoropyrrolidin-1-yl)-1-tetrahydropyran-3-yl-indazole